BrC=1C=CC(=NC1CCCC(F)(F)F)N 5-bromo-6-(4,4,4-trifluorobutyl)pyridin-2-amine